3-(2-hydroxypropoxy)-1-(4-(5-(trifluoromethyl)pyrimidin-2-yl)piperazin-1-yl)propan-1-one OC(COCCC(=O)N1CCN(CC1)C1=NC=C(C=N1)C(F)(F)F)C